N-e-maleimidocaproic acid hydrazide C1(C=CC(N1C(C(=O)NN)CCCC)=O)=O